N[C@H](C(=O)N1[C@@H]([C@H]2C([C@H]2C1)(C)C)C(=O)OCC1=CC=CC=C1)C(CC)(C)C benzyl (1R,2S,5S)-3-[(2S)-2-amino-3,3-dimethyl-pentanoyl]-6,6-dimethyl-3-azabicyclo[3.1.0]hexane-2-carboxylate